4-(5-amino-3-(tert-butyl)-1H-pyrazol-1-yl)benzoic acid NC1=CC(=NN1C1=CC=C(C(=O)O)C=C1)C(C)(C)C